Cl.FC([C@@H](NC)C1=CC=C(C=C1)OC(F)(F)F)F (S)-2,2-difluoro-N-methyl-1-(4-(trifluoromethoxy)phenyl)ethan-1-amine hydrochloride